(3S)-4-(7-(4-cyanopyridin-2-yl)-5-(2,2-difluorocyclopropyl)-7H-pyrrolo[2,3-d]pyrimidin-4-yl)-3-methylpiperazine-1-carboxylic acid tert-butyl ester C(C)(C)(C)OC(=O)N1C[C@@H](N(CC1)C=1C2=C(N=CN1)N(C=C2C2C(C2)(F)F)C2=NC=CC(=C2)C#N)C